4-arsobutyric acid [As](=O)(=O)CCCC(=O)O